(1S,2S)-2-(4-((1H-Imidazol-1-yl)methyl)-2-fluorophenyl)cyclopropane-1-carboxylic acid N1(C=NC=C1)CC1=CC(=C(C=C1)[C@@H]1[C@H](C1)C(=O)O)F